CC1=C(OC2=C1N=C(N=C2N2CCOCC2)N2N=C(C=C2)C2=CC=CC=C2)C2=NC=CC=C2 7-methyl-4-morpholino-2-(3-phenylpyrazol-1-yl)-6-(2-pyridyl)furo[3,2-d]pyrimidine